C(C)N(C(=O)OC)C(C(=O)[O-])C(CC)C (ethyl(methoxy carbonyl)amino)-3-methylpentanoate